O(C1=CC=CC=C1)C1=C(C=2C(=NSN2)C(=C1OC1=CC=CC=C1)C=1SC(=CC1)C1=CC2=CC=CC=C2C=C1)C=1SC(=CC1)C1=CC2=CC=CC=C2C=C1 5,6-Diphenoxy-4,7-bis[5-(2-naphthyl)-2-thienyl]benzo[c]1,2,5-thiadiazol